N[C@H]1CS(C2=C(N(C1=O)CC1=CC=C(C=C1)C1=NOC(=N1)C(F)(F)F)C=C(C=C2)C=2OC(=NN2)N2CC(OCC2)(F)F)(=O)=O (3R)-3-amino-7-[5-(2,2-difluoromorpholin-4-yl)-1,3,4-oxadiazol-2-yl]-1,1-dioxo-5-[[4-[5-(trifluoromethyl)-1,2,4-oxadiazol-3-yl]phenyl]methyl]-2,3-dihydro-1λ6,5-benzothiazepine-4-One